3-chloro-N-(2,4-dimethoxybenzyl)-2,6-difluoro-N-(6-fluoropyridin-2-yl)-4-(3-formyl-3-methoxypyrrolidin-1-yl)benzenesulfonamide ClC=1C(=C(C(=CC1N1CC(CC1)(OC)C=O)F)S(=O)(=O)N(C1=NC(=CC=C1)F)CC1=C(C=C(C=C1)OC)OC)F